4-chloro-1-[2-(1,1-difluoroethyl)pyrimidin-5-yl]sulfonyl-3-(3,3,4,4-tetrafluoropyrrolidin-1-yl)indazole ClC1=C2C(=NN(C2=CC=C1)S(=O)(=O)C=1C=NC(=NC1)C(C)(F)F)N1CC(C(C1)(F)F)(F)F